ClC=1C=C(C(=NC1)C=1C=NC=C(C1C)C=C)F 3-(5-chloro-3-fluoro-2-pyridinyl)-4-methyl-5-vinyl-pyridine